CC=1C=C2C(=CC(=NC2=CC1)C(F)(F)F)N[C@@H]1C[C@@H](CCC1)NC(OC(C)(C)C)=O tert-butyl ((1R,3S)-3-((6-methyl-2-(trifluoromethyl)quinolin-4-yl)amino)cyclohexyl)carbamate